ClC1=CC2=C(N(C(N=C2N2[C@H](CN(CC2)C(C=C)=O)C)=O)C=2C(=NC=NC2)C(C)C)N=C1C1=C(C=CC=C1O)F 6-chloro-7-(2-fluoro-6-hydroxy-phenyl)-4-((2S)-2-methyl-4-(2-propenoyl)-1-piperazinyl)-1-(4-(2-propanyl)-5-pyrimidinyl)pyrido[2,3-d]pyrimidin-2(1H)-one